6-(trifluoromethoxy)picolinic acid FC(OC1=CC=CC(=N1)C(=O)O)(F)F